(S)-(3-(dimethylamino)-3-methylazetidin-1-yl)(2-(6-(2-ethyl-4-hydroxyphenyl)-1H-indazol-3-yl)-5-isopropyl-4,5,6,7-tetrahydro-3H-imidazo[4,5-c]pyridin-6-yl)methanone CN(C1(CN(C1)C(=O)[C@@H]1CC2=C(CN1C(C)C)NC(=N2)C2=NNC1=CC(=CC=C21)C2=C(C=C(C=C2)O)CC)C)C